N[C@H](C(=O)N[C@H](C(=O)N[C@@H](C(=O)N[C@@H](CC1=CC=C(C=C1)O)C(=O)O)CC1=CC=C(C=C1)C)CCCCNC(CCCCCCC)=O)CC=1N=C(N(C1)C1=CC=CC=C1)C1=CC=CC=C1 ((R)-2-((S)-2-((S)-2-amino-3-(1,2-diphenyl-1H-imidazol-4-yl)propanamido)-6-octanamidohexanamido)-3-(p-tolyl)propanoyl)-L-tyrosine